(R) or (S)-6-(difluoromethyl)-N'-((1,2,3,5,6,7-hexahydro-s-indacen-4-yl)carbamoyl)pyridine-3-sulfonimidamide FC(C1=CC=C(C=N1)[S@@](=O)(N)=NC(NC1=C2CCCC2=CC=2CCCC12)=O)F |o1:8|